(E)-trans-1-(2,6,6-trimethylcyclohex-3-en-1-yl)but-2-en-1-one C[C@H]1[C@@H](C(CC=C1)(C)C)C(\C=C\C)=O